BrC=1C=C(C(=NC1)C)NC(OCC)=O Ethyl (5-bromo-2-methylpyridin-3-yl)carbamate